[Al].ClC1=C(C=C(C(=C1)F)C1=NC=NC2=CC(=CC=C12)N1CCOCC1)C(O)C=1SC=C(N1)CNC [2-chloro-4-fluoro-5-(7-morpholin-4-ylquinazolin-4-yl)phenyl]-(4-methylaminomethylthiazol-2-yl)methanol aluminum